l-6-(bis(pyrimidin-2-yl)amino)-N-(6-mercaptohexyl)benzamide N1=C(N=CC=C1)N(C1=CC=CC=C1C(=O)NCCCCCCS)C1=NC=CC=N1